C(C)OC1=NC=CC=C1C=1C=C(C2=C(N1)N(N=C2C(C)C)C)NCC2=NC=CC=C2 6-(2-ethoxy-3-pyridinyl)-3-isopropyl-1-methyl-N-(2-pyridylmethyl)pyrazolo[3,4-b]pyridin-4-amine